5-bromo-2-fluoro-benzonitrile BrC=1C=CC(=C(C#N)C1)F